benzyl-oxyacetyl chloride C(C1=CC=CC=C1)OCC(=O)Cl